(3-ethyl[1,4'-bipiperidine]-1'-yl)(2-{[(1S)-1-(3-fluoropyridin-2-yl)ethyl]amino}-1,3-thiazol-5-yl)methanone C(C)C1CN(CCC1)C1CCN(CC1)C(=O)C1=CN=C(S1)N[C@@H](C)C1=NC=CC=C1F